OCCC(=O)C(O)(C[N+](C)(C)C)CC([O-])=O 3-Hydroxy-propionylcarnitine